1-(5-chloropyridin-2-yl)-5-(trifluoromethyl)-1H-pyrazole-4-carboxylic acid ClC=1C=CC(=NC1)N1N=CC(=C1C(F)(F)F)C(=O)O